C(CCCCCCCCCCC\C=C/CCCCCCCC)(=O)OC(CCCCCCCCC)CCCCCCCCCC octyl-2-dodecanol erucate